8-(t-butyl) 2-methyl (1R,5S)-4-oxo-3,8-diazabicyclo[3.2.1]octane-2,8-dicarboxylate O=C1NC([C@H]2CC[C@@H]1N2C(=O)OC(C)(C)C)C(=O)OC